[2,6-dichloro-4-[(2R)-2,4-dimethylpiperazin-1-yl]phenyl]-[8-[2-fluoro-5-(3-oxa-8-azabicyclo[3.2.1]octan-8-yl)-4-(1H-tetrazol-5-yl)phenyl]-2,4-dihydro-1,3-benzoxazin-3-yl]methanone ClC1=C(C(=CC(=C1)N1[C@@H](CN(CC1)C)C)Cl)C(=O)N1COC2=C(C1)C=CC=C2C2=C(C=C(C(=C2)N2C1COCC2CC1)C1=NN=NN1)F